C(C1=CC=CC=C1)OC=1C=CC=C2C=CC(=NC12)C1=C(OC2=CC=CC=C2C1=O)C1=CC=CC=C1 3-(8-(benzyloxy)quinolin-2-yl)-2-phenyl-4H-chromen-4-one